COC(=O)C1=NN(C2C=C(C=CC12)Br)C 6-bromo-1-methyl-3a,7a-dihydro-1H-indazole-3-carboxylic acid methyl ester